(3R,6S,9aS)-1-((E)-3-(benzo[d]thiazol-2-yl)acryloyl)-8-(1-(5-fluoropyrimidin-2-carbonyl)piperidin-4-yl)-3,6-diisobutyltetrahydropyrazino[2,1-c][1,2,4]oxadiazine-4,7(3H,6H)-dione S1C(=NC2=C1C=CC=C2)/C=C/C(=O)N2O[C@@H](C(N1[C@@H]2CN(C([C@@H]1CC(C)C)=O)C1CCN(CC1)C(=O)C1=NC=C(C=N1)F)=O)CC(C)C